4-(4-((S)-2-ethylpyrrolidin-1-yl)-8-fluoro-2-(((2R,7aS)-2-fluorotetrahydro-1H-pyrrolizin-7a(5H)-yl)methoxy)-6-(trifluoromethyl)quinazolin-7-yl)-7-fluorobenzo[d]thiazol-2-amine C(C)[C@@H]1N(CCC1)C1=NC(=NC2=C(C(=C(C=C12)C(F)(F)F)C1=CC=C(C2=C1N=C(S2)N)F)F)OC[C@]21CCCN1C[C@@H](C2)F